ethyl 2-(4,4,5,5-tetramethyl-1,3,2-dioxaborolan-2-yl)cyclopropanecarboxylate CC1(OB(OC1(C)C)C1C(C1)C(=O)OCC)C